C(C)(C)(C)N1C(C=2C(CC1)=NN(C2)C\C(\CN2C(C1=CC=CC=C1C2=O)=O)=C\F)=O (E)-2-(2-((5-tert-butyl-4-oxo-4,5,6,7-tetrahydro-2H-pyrazolo[4,3-c]pyridin-2-yl)methyl)-3-fluoroallyl)isoindoline-1,3-dione